(S)-2-((tert-Butoxycarbonyl)(methyl)amino)-5-methylhexanoic acid C(C)(C)(C)OC(=O)N([C@H](C(=O)O)CCC(C)C)C